2-(benzyloxy)ethyl (4-nitrophenyl) carbonate C(OCCOCC1=CC=CC=C1)(OC1=CC=C(C=C1)[N+](=O)[O-])=O